6-chloro-2-((3-methoxypropyl)amino)pyridine ClC1=CC=CC(=N1)NCCCOC